N[C@@H](CCCNC(N)=N)C(=O)N[O-] Argininehydroxamate